4-(((1-(cyclopropylimino)-1-oxidohexahydro-1λ6-thiopyran-4-yl)methyl)amino)-3-((trifluoromethyl)sulfonyl)benzenesulfonamide C1(CC1)N=S1(CCC(CC1)CNC1=C(C=C(C=C1)S(=O)(=O)N)S(=O)(=O)C(F)(F)F)=O